1,6-dimethyl-2-((6-fluoro-2-benzothiazolyl)-thioacetaminomethyl)-3-hydroxy-4-pyridone CN1C(=C(C(C=C1C)=O)O)C(NC(=S)C)C=1SC2=C(N1)C=CC(=C2)F